(2S,4R)-4-fluoro-N-[(S)-phenyl[5-(propan-2-yl)pyridin-2-yl]methyl]-1-{2-[5-(trifluoromethyl)-2H-1,2,3,4-tetrazol-2-yl]acetyl}pyrrolidine-2-carboxamide F[C@@H]1C[C@H](N(C1)C(CN1N=C(N=N1)C(F)(F)F)=O)C(=O)N[C@H](C1=NC=C(C=C1)C(C)C)C1=CC=CC=C1